C1=CC=C2NC=3C=CC=CC3C=C21 cyclopent[b]quinoline